S1C(=CC=C1)CN(C([O-])=O)CC=1SC=CC1 bis(thiophene-2-ylmethyl)carbamate